2-(5-bromo-3-(7-hydroxy-1-methyl-1H-pyrrolo[2,3-c]pyridin-3-yl)-1H-indole-1-yl)acetamide BrC=1C=C2C(=CN(C2=CC1)CC(=O)N)C1=CN(C2=C(N=CC=C21)O)C